N1N=CC(=C1)CCNC1=NCN(C(=C1C)C)C(C)C1=NC(=CC=C1)C 4-((2-(1H-pyrazol-4-yl)ethyl)amino)-5,6-dimethyl-N-(1-(6-methylpyridin-2-yl)ethyl)pyrimidine